3-methoxypropoxy-2-oxo-2,6,7,11b-tetrahydro-1H-pyrido[2,1-a]isoquinoline-3-carboxylate COCCCOC1C(C(=CN2C1C1=CC=CC=C1CC2)C(=O)[O-])=O